4-((3-fluoro-4-(5-(trifluoromethyl)-1,2,4-oxadiazol-3-yl)benzyl)amino)cyclobut-3-ene-1,2-dione FC=1C=C(CNC2=CC(C2=O)=O)C=CC1C1=NOC(=N1)C(F)(F)F